O=C1NC(C(C(N1)=O)=CC1=CC=C(OCC=2C=C(C(=O)OC)C=CC2)C=C1)=O Methyl 3-((4-((2,4,6-trioxotetra-hydropyrimidin-5(2H)-ylidene)methyl) phenoxy)methyl)benzoate